FC=1C=C(C=CC1OC1=CC=NC2=CC(=C(C=C12)NCCCN1CCOCC1)OC)NC(=O)C1=C2C(=CN(C1=O)C1=CC=C(C=C1)F)CCO2 N-[3-fluoro-4-({7-methoxy-6-[(3-morpholinopropyl)amino]quinolin-4-yl}oxy)phenyl]-5-(4-fluorophenyl)-6-oxo-2,3,5,6-tetrahydrofuro[3,2-c]pyridine-7-carboxamide